C(C)(=O)N1C(CCC1)C=1C=CC(=C(C1)C1=NC=2C=CNC(C2C(=C1)NC1=NC=C(C=C1)N1CCC(CC1)O)=O)F 2-[5-(1-acetyl-pyrrolidin-2-yl)-2-fluoro-phenyl]-4-[[5-(4-hydroxy-1-piperidyl)-2-pyridyl]amino]-6H-1,6-naphthyridin-5-one